1,2-dimyristoyl-(diphytanoyl)-sn-glycero-3-phosphoethanolamine C(CCCCCCCCCCCCC)(=O)OC[C@@H](OC(CCCCCCCCCCCCC)=O)COP(=O)(O)OCCN(C(CC(C)CCCC(C)CCCC(C)CCCC(C)C)=O)C(CC(C)CCCC(C)CCCC(C)CCCC(C)C)=O